[Cl-].[NH4+].CN(C)CCC[Si](OCCCCCCCCCCCCC)(OC)OC N,N-dimethyl-dodecyl-aminopropyl-trimethoxysilane ammonium chloride